N-(carboxymethyl)-N,N-dimethyl-2-[(2-methyl-1-oxo-2-propen-1-yl)-oxy]ethylammonium C(=O)(O)C[N+](C)(C)CCOC(C(=C)C)=O